2-(1H-1,2,3-triazol-5-yl)acetic acid N1N=NC=C1CC(=O)O